5,7-difluoro-1H-indazol-3-amine FC=1C=C2C(=NNC2=C(C1)F)N